(±)-1-((2-Chloro-4-(4-(3-chlorophenyl)-trans-2,3-dimethylpiperazine-1-carbonyl)phenyl)sulfinyl)-3,3-difluoropentan-2-one ClC1=C(C=CC(=C1)C(=O)N1[C@H]([C@@H](N(CC1)C1=CC(=CC=C1)Cl)C)C)[S@](=O)CC(C(CC)(F)F)=O |&1:24|